COC1=CC=C(CC2(C=C(N=C3N2NC=C3N)N)NC)C=C1 7-(4-methoxybenzyl)-N7-methylpyrazolo[1,5-a]pyrimidine-3,5,7-triamine